(3S,6S)-3-(((t-butyldimethylsilyl)oxy)methyl)-1,6-dimethyl-4-(3,4,5-trimethoxybenzyl)piperazine-2,5-dione [Si](C)(C)(C(C)(C)C)OC[C@H]1C(N([C@H](C(N1CC1=CC(=C(C(=C1)OC)OC)OC)=O)C)C)=O